2-(6-fluoro-1,4-dioxa-8-azaspiro[4.5]dec-8-yl)pyrimidine-4-amine FC1C2(OCCO2)CCN(C1)C1=NC=CC(=N1)N